O-(1-phenyl vinyl) benzoate C(C1=CC=CC=C1)(=O)OC(=C)C1=CC=CC=C1